2-oxoethyl acrylate C(C=C)(=O)OCC=O